thiazole-5-carboxylic acid 4-carbamimidoyl-2-fluorophenyl ester C(N)(=N)C1=CC(=C(C=C1)OC(=O)C1=CN=CS1)F